5-fluoro-2-(1-methyl-2,6-dioxopiperidin-3-yl)-2,3-dihydro-1H-isoindole-1,3-dione FC=1C=C2C(N(C(C2=CC1)=O)C1C(N(C(CC1)=O)C)=O)=O